Cl.N1N=CC2=CC(=CC=C12)OC1=NC(=NC=C1)C=1C=C(OCC(=O)NC(C)C)C=CC1 2-(3-(4-((1H-indazol-5-yl)oxy)pyrimidin-2-yl)phenoxy)-N-isopropylacetamide HCl salt